(2-((1-(1-(tert-butylcarbamoyl)piperidin-4-yl)-1H-pyrazol-4-yl)amino)-5-methylpyrimidin-4-yl)benzoic acid methyl ester COC(C1=C(C=CC=C1)C1=NC(=NC=C1C)NC=1C=NN(C1)C1CCN(CC1)C(NC(C)(C)C)=O)=O